(9R,13S)-13-[4-(2-bromo-5-chlorophenyl)-6-oxo-1,6-dihydropyrimidin-1-yl]-3,9-dimethyl-3,4,7,15-tetraazatricyclo[12.3.1.02,6]Octadeca-1(18),2(6),4,14,16-pentaen-8-one BrC1=C(C=C(C=C1)Cl)C=1N=CN(C(C1)=O)[C@H]1CCC[C@H](C(NC=2C=NN(C2C=2C=CN=C1C2)C)=O)C